FC(C1=CC=C(C=N1)C=1C=C(C(N(N1)C=1C=NC=CC1)=O)C(=O)N[C@@H]1COC[C@@H]1C)F 6-[6-(difluoromethyl)pyridin-3-yl]-N-[(3s,4r)-4-methyltetrahydrofuran-3-yl]-3-oxo-2-(pyridin-3-yl)-2,3-dihydropyridazine-4-carboxamide